3-(carbamoyloxy)-2-(4-((cyclopropylmethyl)sulfonyl)phenyl)propanoic acid C(N)(=O)OCC(C(=O)O)C1=CC=C(C=C1)S(=O)(=O)CC1CC1